C(CCCCCCCC)NC(CCC(=O)O)=O 4-(nonylamino)-4-oxobutanoic acid